C(C)(C)(C)CCCCCC[Si](NC(C)(C)C)(C)C1C(=C(C=2C3=C(SC21)C=CC=C3)C)C 1-(6-(tert-butyl)hexyl)-N-(tert-butyl)-1-(1,2-dimethyl-3H-benzo[B]cyclopenta[d]thiophen-3-yl)-1-methylsilanamine